pentamethylenebis(triethylammonium) C(C)[N+](CCCCC[N+](CC)(CC)CC)(CC)CC